C1(=CC=CC=C1)[B-](C1=CC=CC=C1)(C1=CC=CC=C1)C1=CC=CC=C1.[Na+] sodium tetraphenylborate